N1N=CC(=C1)C1=CC=C(C=C1)N1C(N(C2(C1)CCN(CC2)C(C(C)O)=O)CC2=CC(=CC=C2)OC)=O 3-(4-(1H-pyrazol-4-yl)phenyl)-8-(2-hydroxypropionyl)-1-(3-methoxybenzyl)-1,3,8-triazaspiro[4.5]decan-2-one